Methyl (3S,9aS)-7-(2-amino-5-chlorophenyl)-5-oxo-2,3,5,8,9,9a-hexahydro-1H-pyrrolo[1,2-a]azepine-3-carboxylate NC1=C(C=C(C=C1)Cl)C=1CC[C@@H]2N(C(C1)=O)[C@@H](CC2)C(=O)OC